C(C)(=O)O[C@H]1[C@H](O)O[C@@H]([C@H]([C@@H]1OC(C)=O)OC(C)=O)C(=O)OCC1=CC=CC=C1 benzyl 2,3,4-tri-O-acetyl-beta-D-glucopyranosuronate